BrC1=CC(=C(C=C1)C1=NC2=C(N1C)C=C(C=C2C2CC2)C(=O)N2[C@@H](C1=CC=CC=C1CC2)C)F (1R)-2-[2-(4-Bromo-2-fluorophenyl)-4-cyclopropyl-1-methyl-1H-1,3-benzodiazole-6-carbonyl]-1-methyl-1,2,3,4-tetrahydroisoquinoline